NC1=C2C(=NC=N1)N(N=C2C=2C=CC(=C(C2)NS(=O)(=O)C)OC)C(C)C=2C=C1N(C(C2C2=CC=CC=C2)=O)C(=CS1)C N-(5-(4-amino-1-(1-(3-methyl-5-oxo-6-phenyl-5H-thiazolo[3,2-a]pyridin-7-yl)ethyl)-1H-pyrazolo[3,4-d]pyrimidin-3-yl)-2-methoxyphenyl)methanesulfonamide